O=C[C@H](O)[C@@H](O)[C@H](O)[C@H](O)C(O)([2H])[2H] [6,6-2H2]glucose